FC=1C=C(C=CC1)C=1N=NN(C1)[C@@H]1CN(C[C@@H]([C@H]1O)NC)C (3R,4R,5S)-3-(4-(3-fluorophenyl)-1H-1,2,3-triazol-1-yl)-1-methyl-5-(methylamino)piperidin-4-ol